C(C)(C)(C)OC(=O)N1CCC(=CC1)C1=CC(=CC=2N(C(N(C21)C)=O)C)Br.BrC=2C(=C(NC)C(=CC2)OC(F)(F)F)Cl 3-bromo-2-chloro-N-methyl-6-(trifluoromethoxy)aniline tert-butyl-4-(6-bromo-1,3-dimethyl-2-oxo-benzimidazol-4-yl)-3,6-dihydro-2H-pyridine-1-carboxylate